C(C)(=O)O\N=C(/C)\C1=CC=2C(C3=CC(=CC=C3C2C=C1)[N+](=O)[O-])(CCCC)CCCC (E)-1-(9,9-dibutyl-7-nitro-9H-fluoren-2-yl)ethanone-O-acetyloxime